(2R)-2-{5-methyl-2-[trans-4-(trifluoromethyl)cyclohexyl]pyrazolo[1,5-a]pyrimidin-7-yl}morpholine-4-sulfonamide CC1=NC=2N(C(=C1)[C@H]1CN(CCO1)S(=O)(=O)N)N=C(C2)[C@@H]2CC[C@H](CC2)C(F)(F)F